ClC=1C=C(C=C(C1)Cl)[C@H](CC(=O)O)NC(=O)C=1C=NN(C1)CCCC1=NC=2NCCCC2C=C1 (S)-3-(3,5-dichlorophenyl)-3-(1-(3-(5,6,7,8-tetrahydro-1,8-naphthyridin-2-yl)propyl)-1H-pyrazole-4-carboxamido)propionic acid